FC1=C(C=CC(=N1)C(=O)NC)N1CCC(CC1)N1CC(CC1)C=1NC(C=2C=C(C=NC2C1)F)=O 6-fluoro-5-(4-(3-(3-fluoro-5-oxo-5,6-dihydro-1,6-naphthyridin-7-yl)pyrrolidin-1-yl)piperidin-1-yl)-N-methylpyridineamide